FC(COCC(COCC(CCCC)CC)O)(C(C(C(C(C(C(F)(F)F)(F)F)(F)F)(F)F)(F)F)(F)F)F 1-(2,2,3,3,4,4,5,5,6,6,7,7,8,8,8-pentadecafluorooctyloxy)-3-(2-ethylhexyloxy)propan-2-ol